C(C)(C)(C)O[C@@H]([C@@H](C(=O)N[C@H](C(N[C@H](C=O)C[C@H]1C(NCC1)=O)=O)CC1CCCCC1)NC(OCC1=CC=C(C=C1)F)=O)C 4-Fluorobenzyl ((2S,3R)-3-(tert-butoxy)-1-(((S)-3-cyclohexyl-1-oxo-1-(((S)-1-oxo-3-((S)-2-oxopyrrolidin-3-yl)propan-2-yl)amino)propan-2-yl)amino)-1-oxobutan-2-yl)carbamate